tert-Butyl 3-benzyloxy-5-(1-hydroxyethyl)piperidine-1-carboxylate C(C1=CC=CC=C1)OC1CN(CC(C1)C(C)O)C(=O)OC(C)(C)C